6-oxo-N-(tetrahydrofuran-3-yl)-4,5,6,7-tetrahydrothieno[3,4-c]pyridine-1-carboxamide O=C1CC=2C(CN1)=CSC2C(=O)NC2COCC2